C1(CCCC1)NC1=C(C=NC(=C1)NC1=NC(=NC=C1)N1C[C@H]([C@H](CC1)OC)F)C(=O)N1CC(C1)CS(=O)(=O)C (4-(cyclopentylamino)-6-((2-(cis-3-fluoro-4-methoxypiperidin-1-yl)pyrimidin-4-yl)amino)pyridin-3-yl)(3-((methylsulfonyl)methyl)azetidin-1-yl)methanone